5-chloro-2-hydroxy-N-(3-(trifluoromethyl)quinolin-7-yl)benzamide ClC=1C=CC(=C(C(=O)NC2=CC=C3C=C(C=NC3=C2)C(F)(F)F)C1)O